ClC1=C2C(=C(N=N1)OC)N(C(C(=C2)C2CCS(CC2)(=O)=O)=O)C 5-chloro-3-(1,1-dioxidotetrahydro-2H-thiopyran-4-yl)-8-methoxy-1-methylpyrido[2,3-d]pyridazin-2(1H)-one